C[AsH](O)=O methylarsinic acid